(cyclopropylphenyl)methanol C1(CC1)C1=C(C=CC=C1)CO